[Cl-].NC1=NC=C(C(=N1)C(F)F)C1=NC(=NC(=N1)N1CCOCC1)N1CCN(CC1)C(CCC[NH2+]C)=O 4-(4-(4-(2-Amino-4-(difluoromethyl)pyrimidin-5-yl)-6-morpholino-1,3,5-triazin-2-yl)piperazin-1-yl)-N-methyl-4-oxobutan-1-aminium chloride